2-(3,4-difluoro-6-(2-fluoropyridin-4-yl)-2-isopropylphenyl)acetic acid tert-butyl ester C(C)(C)(C)OC(CC1=C(C(=C(C=C1C1=CC(=NC=C1)F)F)F)C(C)C)=O